C(C1=CC=CC=C1)OC(=O)N1C[C@]2(C[C@H]2C=C[C@H]1C)NC(=O)OC(C)(C)C (1R,4R,7S)-1-((tert-butoxycarbonyl)amino)-4-methyl-3-azabicyclo[5.1.0]oct-5-ene-3-carboxylic acid benzyl ester